(2S)-2-({7-bromo-2-[4-chloro-2-(difluoromethoxy)phenyl][1,2,4]triazolo[1,5-c]quinazolin-5-yl}amino)-N-butylbutanamide BrC1=CC=CC=2C=3N(C(=NC12)N[C@H](C(=O)NCCCC)CC)N=C(N3)C3=C(C=C(C=C3)Cl)OC(F)F